chloro-5-(3-methoxyprop-1-yn-1-yl)pyridin-2-amine ClC=1C(=NC=C(C1)C#CCOC)N